(S)-7-(4-(2-(pyrimidin-5-yl)phenyl)piperidin-1-yl)-5-oxa-2-azaspiro[3.4]Octane N1=CN=CC(=C1)C1=C(C=CC=C1)C1CCN(CC1)[C@@H]1COC2(CNC2)C1